C(C)(C)(C)OC(=O)N1C[C@H](CCC1)NC=1C2=C(N=CN1)C(=CC(=N2)C2=CC=C(C=C2)CS(=O)(=O)C)C(N)=O (3S)-3-([8-carbamoyl-6-[4-(methylsulfonylmethyl)phenyl]pyrido[3,2-d]pyrimidin-4-yl]amino)piperidine-1-carboxylic acid tert-butyl ester